CC1(OC[C@@H](O1)COC=1C(=CC(=C(C1)N1CCNCC1)F)F)C (S)-4-(5-((2,2-dimethyl-1,3-dioxolan-4-yl)methoxy)-2,4-difluorophenyl)piperazine